ClC1=C(C=CC(=C1)Cl)CN1OCC(C1=O)(C)C 2-(2,4-dichlorophenyl)methyl-4,4-dimethyl-3-isoxazolidinone